6-hydroxy-3,4-dihydro-2H-1-naphthalenone OC=1C=C2CCCC(C2=CC1)=O